C1(CCCCCC1)N1C(C=NC=2C=NC(=NC12)OC)=O 8-cycloheptyl-2-methoxy-7(8H)-pteridinone